butyl-aminopropyl-trimethoxysilane C(CCC)CO[Si](OC)(OC)CCCN